CS(=O)(=O)NC1=CC=C(C=C1)S(=O)(=O)N([C@H](CC(C)C)C(=O)O)CC=1C=NC=CC1 N-((4-(methylsulfonamido)phenyl)sulfonyl)-N-(pyridin-3-ylmethyl)-D-leucine